C[Ti](NCCCCCCCCCC)(C1(C(=C(C(=C1)C)C)C)C)[SiH2]C1=CC=CC=C1 methylphenylsilyl-(tetramethylcyclopentadienyl)(n-decylamino)titanium